C(C)(C)(C)OC(=O)N1CCC(C2=CC=CC=C12)N1C(N(C2=C(C1)C=NC(=C2)NC2=NC=C(C=C2)N2CCN(CC2)C)C)=O 4-[1-methyl-7-[[5-(4-methylpiperazin-1-yl)-2-pyridinyl]amino]-2-oxo-4H-pyrido[4,3-d]pyrimidin-3-yl]-3,4-dihydro-2H-quinoline-1-carboxylic acid tert-butyl ester